2-[4-[(2S,5R)-4-[(2R)-2-cyano-3-fluoro-2-methylpropanoyl]-2,5-dimethylpiperazin-1-yl]spiro[6H-pyrrolo[2,3-d]pyrimidine-5,1'-cyclobutane]-7-yl]pyridine-4-carbonitrile C(#N)[C@](C(=O)N1C[C@@H](N(C[C@H]1C)C=1C2=C(N=CN1)N(CC21CCC1)C1=NC=CC(=C1)C#N)C)(CF)C